O=C1NC(CCC1C1=NN(C2=C(C=CC=C12)N1CCC(CC1)N1CCN(CC1)C(=O)OC(C)(C)C)C)=O tert-butyl 4-(1-(3-(2,6-dioxopiperidin-3-yl)-1-methyl-1H-indazol-7-yl)piperidin-4-yl)piperazine-1-carboxylate